heneicosylic acid anion C(CCCCCCCCCCCCCCCCCCCC)(=O)[O-]